rac-(1r,2r,3s,4r,5s)-N-(2-cyano-5-(trifluoromethyl)phenyl)-5-hydroxy-3-(3-(trifluoromethyl)phenyl)-7-oxabicyclo[2.2.1]heptane-2-carboxamide C(#N)C1=C(C=C(C=C1)C(F)(F)F)NC(=O)[C@H]1[C@H]2C[C@@H]([C@@H]([C@@H]1C1=CC(=CC=C1)C(F)(F)F)O2)O |r|